Cl.N[C@@H]1[C@H](C=CC[C@H]1C1=C(C2=NC(=CC(=C2S1)NCC=1SC=CC1)Cl)Br)OC 2-((1r,5s,6s)-6-amino-5-methoxycyclohex-3-en-1-yl)-3-bromo-5-chloro-N-(thiophen-2-ylmethyl)thieno[3,2-b]pyridin-7-amine hydrochloride